COC1=CC2=CC=3C(=COC3)C=C2C=C1OC 6,7-dimethoxynaphtho[2,3-c]furan